FC1=CC=2N=C(SC2C=2C[C@@H](OC21)CNC(CC2=CC=CC=C2)=O)C2=C1N=CC(=NC1=CC(=C2)C)OC (R)-N-((5-fluoro-2-(2-methoxy-7-methylquinoxalin-5-yl)-7,8-dihydrobenzofuro[5,4-d]thiazol-7-yl)methyl)-2-phenylacetamide